(S)-N-(1-(3,4-dichlorophenyl)-2-(dimethylamino)ethyl)-4-(trifluoromethyl)benzenesulfonamide ClC=1C=C(C=CC1Cl)[C@@H](CN(C)C)NS(=O)(=O)C1=CC=C(C=C1)C(F)(F)F